(tert-butyl 2-((2,3-dihydro-1H-inden-2-yl) carbamoyl)-6-((3-hydroxyphenyl) amino) pyridin-4-yl) carbamate C(N)(OC1=C(C(=NC(=C1)NC1=CC(=CC=C1)O)C(NC1CC2=CC=CC=C2C1)=O)C(C)(C)C)=O